mono-butyltriisopropyloxytin C(CCC)[Sn](OC(C)C)(OC(C)C)OC(C)C